FS(C1=CC=C(C(=O)C2=CC=CC=C2)C=C1)(F)(F)(F)F 4-(pentafluorosulfanyl)benzophenone